BrC1=CC2=C(N=C(N=C2)SC)N2C1=NC(C2)C 6-bromo-8-methyl-2-(methylthio)-8,9-dihydroimidazo[1',2':1,6]pyrido[2,3-d]pyrimidine